C(N)(=O)[C@H]1N2C(N([C@H](CC1)C2)OS(=O)(=O)OCC(C(=O)OCCCC)(C)C)=O butyl 3-(((((1R,2S,5R)-2-carbamoyl-7-oxo-1,6-diazabicyclo[3.2.1]octan-6-yl)oxy)sulfonyl)oxy)-2,2-dimethylpropanoate